N1=C(C=CC=C1)CN1N=C(N=N1)C(=O)OCC ethyl 2-(pyridin-2-ylmethyl)-1,2,3,4-tetrazole-5-carboxylate